FC1=C(C=C2CN(C(C2=C1)=O)C1C(NC(CC1)=O)=O)N1CCN(CC1)CC1CCN(CC1)C1=C(C=C(C=C1)C1C(COC2=CC(=CC=C12)O)C1=CC(=C(C=C1)F)OC)F 3-(6-Fluoro-5-(4-((1-(2-fluoro-4-(3-(4-fluoro-3-methoxyphenyl)-7-hydroxychroman-4-yl)phenyl)piperidin-4-yl)methyl)piperazin-1-yl)-1-oxoisoindolin-2-yl)piperidin-2,6-dion